ethyl 2-(4-((6-cyano-2-((7-methyl-5-(methylsulfonyl)-1H-indol-4-yl)-methyl)-2H-indazol-7-yl)oxy)piperidin-1-yl)acetate C(#N)C=1C=CC2=CN(N=C2C1OC1CCN(CC1)CC(=O)OCC)CC1=C2C=CNC2=C(C=C1S(=O)(=O)C)C